OC1=C(C2=CC=CC=C2C=C1)C1=C(C=CC2=CC=CC=C12)O 1-(2-hydroxy-1-naphthyl)naphthalen-2-ol